NC1=NC=CC(=N1)C=1C2=C(C(=NC1)NCC=1C=C(C=CC1)NC(CCCOC)=O)CCO2 N-(3-(((7-(2-Aminopyrimidin-4-yl)-2,3-dihydrofuro[3,2-c]pyridin-4-yl)amino)methyl)phenyl)-4-methoxybutanamid